C1(NC(C2C(C=CC=C12)=O)=S)=S isoindolin-1,3-dithionone